N[C@H](C(=O)N1[C@@](CCC1)(C(=O)NCCC1=CC=C(C=C1)CO)C)CC1=CC=C(C=C1)OC (S)-1-((S)-2-AMINO-3-(4-METHOXYPHENYL)PROPANOYL)-N-(4-(HYDROXYMETHYL)PHENETHYL)-2-METHYLPYRROLIDINE-2-CARBOXAMIDE